N-(2,3-difluorophenyl)-1-methyl-2-oxo-4-[4-(trifluoromethyl)phenyl]pyrrolidine-3-carboxamide FC1=C(C=CC=C1F)NC(=O)C1C(N(CC1C1=CC=C(C=C1)C(F)(F)F)C)=O